(S*)-N5-(1-(2-Hydroxyethyl)-1H-pyrazol-4-yl)-N7-methyl-3-phenyl-2,3-dihydrobenzofuran-5,7-dicarboxamid OCCN1N=CC(=C1)NC(=O)C=1C=C(C2=C([C@@H](CO2)C2=CC=CC=C2)C1)C(=O)NC |o1:16|